CC1=C(NC2=CC=C(C=C12)CN)C1=NC=CC=C1 (3-methyl-2-(pyridin-2-yl)-1H-indol-5-yl)methylamine